(E)-3-(1H-indazol-6-yl)-N-(2-(methoxymethyl)phenyl)acrylamide propane-1,2,3-triyl-tris(3-oxobutanoate) C(C(CC(C(=O)O)C(C)=O)C(C(=O)O)C(C)=O)C(C(=O)O)C(C)=O.N1N=CC2=CC=C(C=C12)/C=C/C(=O)NC1=C(C=CC=C1)COC